N-(4-aminocyclohexyl)-3-aminopropanol NC1CCC(CC1)NCCCO